N-(2-chloro-4-(trifluoromethyl)phenyl)-2-(2-(cyclohept-1-en-1-yl)-5-ethyl-6-(4-(3-hydroxypicolinyl)piperazin-1-yl)-7-oxo-[1,2,4]triazolo[1,5-a]pyrimidin-4(7H)-yl)acetamide ClC1=C(C=CC(=C1)C(F)(F)F)NC(CN1C=2N(C(C(=C1CC)N1CCN(CC1)CC1=NC=CC=C1O)=O)N=C(N2)C2=CCCCCC2)=O